C(C)(C)(C)OC(NC1=C(C=C(C=C1)C(C)=O)F)=O (4-Acetyl-2-fluorophenyl)carbamic acid tert-butyl ester